N4-(2-(pyrrolidin-1-yl)ethyl)terephthalamide N1(CCCC1)CCNC(C1=CC=C(C(=O)N)C=C1)=O